N-Benzoyl-3'-O-methylthiomethyl-5'-O-tert-butyldimethylsilyl-2'-deoxyadenosine C(C1=CC=CC=C1)(=O)NC=1C=2N=CN([C@H]3C[C@H](OCSC)[C@@H](CO[Si](C)(C)C(C)(C)C)O3)C2N=CN1